N-(5-(methylthio)-1,3,4-thiadiazol-2-yl)-5-(phenylamino)benzo[c]isoxazole-3-carboxamide CSC1=NN=C(S1)NC(=O)C1=C2C(=NO1)C=CC(=C2)NC2=CC=CC=C2